C1(CC1)CN1CC(C(CC1)C1=CC=CC=C1)C(=O)C1=CC2=CC=C(C=C2C=C1)OC (1-(cyclopropylmethyl)-4-phenylpiperidin-3-yl)(6-methoxynaphthalen-2-yl)methanone